2'-(2-((5-(2-Ethyl-2-azaspiro[3.3]heptan-6-yl)pyridin-2-yl)amino)-5-fluoropyrimidin-4-yl)-3',5'-dimethylspiro[cyclopropane-1,6'-thieno[2,3-c]pyrrol]-4'(5'H)-oneON C(C)N1CC2(C1)CC(C2)C=2C=CC(=NC2)NC2=NC=C(C(=N2)C2=C(C1=C(C3(N(C1=O)C)CC3=O)S2)C)F